di(3,5-di-tert-butyl-6-methoxyphenyl)silanolate C(C)(C)(C)C=1C=C(C(=C(C1)C(C)(C)C)OC)[SiH]([O-])C1=CC(=CC(=C1OC)C(C)(C)C)C(C)(C)C